FC=1C(=C(C=CC1)O)C1=NN=C(C2=CC=CC=C12)N[C@H]1CN(CCC1)C 3-fluoro-2-(4-{[(3R)-1-methylpiperidin-3-yl]amino}phthalazin-1-yl)phenol